4-(4-chloro-3-{[4-(tetrahydrofuran-3-oxy)phenyl]methyl}phenoxy)butan-1-ol ClC1=C(C=C(OCCCCO)C=C1)CC1=CC=C(C=C1)OC1COCC1